CC1=NN(C=C1NC1=NC=C(C(=C1)NCCCNC(=O)C1COC1)C(F)(F)F)C1CCN(CC1)C N-(3-((2-((3-methyl-1-(1-methylpiperidin-4-yl)-1H-pyrazol-4-yl)amino)-5-(trifluoromethyl)pyridin-4-yl)amino)propyl)oxetan-3-carboxamide